C(C1=CC=CC=C1)N1N=CC(=C1)N[C@@H](COC1=NC(=NC(=C1)C1=C(C=CC=C1C)C)NS(=O)(=O)C=1C=C(C(=O)O)C=CC1)CC(C)(C)C 3-[[4-[(2R)-2-[(1-benzylpyrazol-4-yl)amino]-4,4-dimethyl-pentoxy]-6-(2,6-dimethylphenyl)pyrimidin-2-yl]sulfamoyl]benzoic acid